(E)-4-(3,5-bis((triisopropylsilyl)oxy)styryl)phenyl docosanoate C(CCCCCCCCCCCCCCCCCCCCC)(=O)OC1=CC=C(C=C1)\C=C\C1=CC(=CC(=C1)O[Si](C(C)C)(C(C)C)C(C)C)O[Si](C(C)C)(C(C)C)C(C)C